Methan-d3-amine C(N)([2H])([2H])[2H]